N-[(1S,9S)-4-methoxy-17-methyl-17-azatetracyclo[7.5.3.01,10.02,7]heptadeca-2(7),3,5-trien-5-yl]-1-methyl-1H-imidazole-5-carboxamide dihydrochloride Cl.Cl.COC1=CC=2[C@@]34C([C@H](CC2C=C1NC(=O)C1=CN=CN1C)N(CC4)C)CCCC3